CC=1N=C(SC1)S 4-methyl-1,3-thiazole-2-thiol